ClC=1C(=C(C(=CC1)OC)C1=CC(=NC=C1C(=O)NC=1SC(N(N1)CC(CC)O)=O)C)F 4-(3-Chloro-2-fluoro-6-methoxyphenyl)-N-(4-(2-hydroxybutyl)-5-oxo-4,5-dihydro-1,3,4-thiadiazol-2-yl)-6-methylnicotinamide